3,5-bis(benzyloxy)-4-bromobenzaldehyde C(C1=CC=CC=C1)OC=1C=C(C=O)C=C(C1Br)OCC1=CC=CC=C1